BrC=1C(=C(C=C(C1)C)C12CC3(CC(CC(C1)(C3)C)(C2)C)C)OCOC (3r,5r,7r)-1-(3-bromo-2-(methoxymethyloxy)-5-methylphenyl)-3,5,7-trimethyladamantane